COC(CCCCCCCC1C(C1)CCCCCCCCCCC(CCCCCCCCC)OC(CCCN(C)C)=O)=O methyl-8-[2-(11-{[4-(dimethylamino)butanoyl]oxy}icosyl)cyclopropyl]octanoate